C(C)(C)(C)OC(=O)N(C=1N=CC2=C(N1)C(=CN2C(=O)OC(C)(C)C)C2=CC(=CC=C2)C#CC(=C)C)C(=O)OC(C)(C)C N,N,5-tri-tert-butoxycarbonyl-7-(3-(3-methylbut-3-en-1-yn-1-yl)phenyl)-5H-pyrrolo[3,2-d]pyrimidin-2-amine